FC1=C(C(=CC=C1)OC)N1N=C2C(=CC1=O)NN=C2C2=CC=C(C=C2)N2CC1N(C(C2)C1)C 5-(2-fluoro-6-methoxyphenyl)-3-(4-(6-methyl-3,6-diazabicyclo[3.1.1]hept-3-yl)phenyl)-1H-pyrazolo[4,3-c]pyridazin-6(5H)-one